bis-(4-chlorophenyl) sulfone ClC1=CC=C(C=C1)S(=O)(=O)C1=CC=C(C=C1)Cl